C(C)OC=1C(=NC=CC1)OC=1C=C(C=NC1)C1=NC=C(C=N1)C(=O)N[C@@H]1CN(CC[C@@H]1F)C(=O)OCC1=CC=CC=C1 benzyl (3R,4S)-3-{[(2-{5-[(3-ethoxypyridin-2-yl)oxy]pyridin-3-yl}pyrimidin-5-yl)carbonyl]amino}-4-fluoropiperidine-1-carboxylate